tert-butyl (S)-4-(6-((4-(cyclopropanecarbonyl)-2-fluorobenzyl)oxy)pyridin-2-yl)-2-methylpiperidine-1-carboxylate C1(CC1)C(=O)C1=CC(=C(COC2=CC=CC(=N2)C2C[C@@H](N(CC2)C(=O)OC(C)(C)C)C)C=C1)F